3-(N-((2,6-diisopropylphenyl)carbamoyl)sulfamoyl)-1-methyl-1H-pyrazole-5-carboxylic acid, disodium salt [Na+].[Na+].C(C)(C)C1=C(C(=CC=C1)C(C)C)NC(=O)NS(=O)(=O)C1=NN(C(=C1)C(=O)[O-])C.C(C)(C)C1=C(C(=CC=C1)C(C)C)NC(=O)NS(=O)(=O)C1=NN(C(=C1)C(=O)[O-])C